7-bromo-N-[(2,4-dimethoxyphenyl)methyl]-N-methylquinolin-2-amine BrC1=CC=C2C=CC(=NC2=C1)N(C)CC1=C(C=C(C=C1)OC)OC